(R)-N-(5-(((1-(2-hydroxyethyl)pyrrolidin-2-yl)methyl)carbamoyl)-2-methylpyridin-3-yl)-2-(1-methyl-1H-pyrazol-4-yl)pyrazolo[5,1-b]thiazole-7-carboxamide hydrochloride Cl.OCCN1[C@H](CCC1)CNC(=O)C=1C=C(C(=NC1)C)NC(=O)C=1C=NN2C1SC(=C2)C=2C=NN(C2)C